2-fluoro-4-((4-(4-hexylcyclohexyl)phenyl)ethynyl)aniline Methyl-5-((1H-pyrazol-1-yl)methyl)-6-(trifluoromethoxy)picolinate COC(C1=NC(=C(C=C1)CN1N=CC=C1)OC(F)(F)F)=O.FC1=C(N)C=CC(=C1)C#CC1=CC=C(C=C1)C1CCC(CC1)CCCCCC